O=C1NC(CCC1N1C(C2=CC=CC(=C2C1=O)NCCC(=O)NCCC1CN(CC1)CC1=NC2=C(N1)C=CC(=C2)NC(=O)C=2C=C1C=NN(C1=CC2)C)=O)=O N-(2-((3-(2-(3-((2-(2,6-dioxopiperidin-3-yl)-1,3-dioxoisoindolin-4-yl)amino)propanamido)ethyl)pyrrolidin-1-yl)methyl)-1H-benzo[d]imidazol-5-yl)-1-methyl-1H-indazole-5-carboxamide